FC(C=1C=C(C=C(C1)C(F)(F)F)NC=1C(C(C1N[C@@H](C1=NC2=CC=CC(=C2C=C1)C=C)C1=CC=NC2=CC=C(C=C12)OC)=O)=O)(F)F 3-((3,5-bis(trifluoromethyl)phenyl)amino)-4-(((R)-(6-methoxyquinolin-4-yl)((1S,2R,4S,5R)-5-vinylquinolin-2-yl)methyl)amino)cyclobutane-3-ene-1,2-dione